FC1=CC(=C(OC=2N=NC(=CC2C(=O)NC2=CC(=CC=C2)S(=O)(=O)C)C(F)(F)F)C=C1)OC 3-(4-fluoro-2-methoxy-phenoxy)-N-(3-methylsulfonylphenyl)-6-(trifluoromethyl)pyridazine-4-carboxamide